ClC1=CC=C(C=C1)C1CCN(CC1)CC=1C=C2CN(C(C2=CC1)=O)C1C(NC(CC1)=O)=O 3-(5-((4-(4-chlorophenyl)piperidin-1-yl)methyl)-1-oxoisoindolin-2-yl)piperidine-2,6-dione